C12COCC(COC1)N2 3,7-dioxa-9-azabicyclo[3.3.1]nonan